[Na+].[Na+].C(=O)([O-])CCC(=O)N1CC2=CC(=C(C=C2C1)OCCCOC=1C=C2CN(CC2=CC1OC)C(C[C@@H](C(=O)[O-])C)=O)OC (S)-4-(5-(3-((2-(3-carboxypropionyl)-6-methoxyisoindolin-5-yl)oxy)propoxy)-6-methoxyisoindolin-2-yl)-2-methyl-4-oxobutanoic acid disodium salt